C(C)C1=C(C(=O)N2CCN(CC2)C(=O)OC(C)(C)C)C=CC(=C1)NC=1C=2N(C=CN1)C(=CN2)I tert-Butyl 4-(2-ethyl-4-((3-iodoimidazo[1,2-a]pyrazin-8-yl)amino)benzoyl)piperazine-1-carboxylate